Ethyl (R)-2-(((benzyloxy)carbonyl)amino)-3-(7-methylthieno[3,2-b]pyridine-2-carboxamido)propanoate C(C1=CC=CC=C1)OC(=O)N[C@@H](C(=O)OCC)CNC(=O)C1=CC2=NC=CC(=C2S1)C